4-(methoxy-d3)-1-(oxetan-2-ylmethyl)-1H-benzo[d]imidazole-6-carboxylic acid C(OC1=CC(=CC=2N(C=NC21)CC2OCC2)C(=O)O)([2H])([2H])[2H]